N-(pentane-3-yl)oxazole-5-carboxamide CCC(CC)NC(=O)C1=CN=CO1